C[C@H]1[C@H]2[C@H](C[C@H]3[C@@H]4CC=C5CCCC[C@]5(C)[C@H]4CC[C@]23C)O[C@]12CCC(=C)CO2 spirostane-5,25(27)-diene